BrC1=C(C=C2C(=NC(=NC2=C1F)Cl)N1C[C@H](N(C[C@@H]1C)C(=O)OC(C)(C)C)C)I tert-butyl (2R,5S)-4-(7-bromo-2-chloro-8-fluoro-6-iodo-quinazolin-4-yl)-2,5-dimethyl-piperazine-1-carboxylate